N1=CC=C(C=C1)N1CC2(CCN(C2)C(=O)OCCCC)CC1 butyl 7-(pyridin-4-yl)-2,7-diazaspiro[4.4]nonane-2-carboxylate